C(C)(C)(C)OC(=O)N1C[C@@H](N(CC1)C=1N=CC2=C(N1)C(=NC=N2)NC2=CC(=C(C=C2)CC2=CC1=C(N(C=N1)C)C=C2)C)C.CC(=CC(=O)N)C Dimethyl-Acrylamide tert-butyl-(3S)-3-methyl-4-[8-({3-methyl-4-[(1-methyl-1,3-benzodiazol-5-yl)methyl]phenyl}amino)-[1,3]diazino[5,4-d]pyrimidin-2-yl]piperazine-1-carboxylate